ClC=1C(=NC=CC1C1=C(C(=CC=C1)NC1=C(C(=CC=C1)CN1C[C@H](CC1)O)F)Cl)C1=CC(=C(CN(C(OC(C)(C)C)=O)C[C@H]2NC(CC2)=O)C=C1)OC tert-Butyl (4-(3-chloro-4-(2-chloro-3-((2-fluoro-3-(((S)-3-hydroxypyrrolidin-1-yl)methyl)phenyl)amino)phenyl)pyridin-2-yl)-2-methoxybenzyl)(((S)-5-oxopyrrolidin-2-yl)methyl)carbamate